N[C@@H](C)C(=O)N[C@@H](CC(C)C)C(=O)O L-Alanyl-L-leucine